Methyl 3α,7α,12α-trimethoxymethyloxy-6α-ethyl-23(R)-fluoro-5β-cholan-24-oate COCO[C@H]1C[C@H]2[C@H]([C@H]([C@H]3[C@@H]4CC[C@H]([C@@H](C[C@H](C(=O)OC)F)C)[C@]4([C@H](C[C@@H]3[C@]2(CC1)C)OCOC)C)OCOC)CC